BrC=1C=C(C=CC1O)/C=C/C(=O)C1=CC=C(C#N)C=C1 4-[(E)-3-(3-Bromo-4-hydroxyphenyl)prop-2-enoyl]benzonitrile